7'-(2-(4-phenyl-6-(2-(9-phenyl-9H-carbazol-2-yl)phenyl)-1,3,5-triazin-2-yl)phenyl)spiro[cyclohexane-1,9'-fluorene]-2'-carbonitrile C1(=CC=CC=C1)C1=NC(=NC(=N1)C1=C(C=CC=C1)C1=CC=2N(C3=CC=CC=C3C2C=C1)C1=CC=CC=C1)C1=C(C=CC=C1)C1=CC=C2C=3C=CC(=CC3C3(C2=C1)CCCCC3)C#N